NC1=NC2=C(C=3N1N=C(N3)C=3OC=CC3)SC(N2CCN2CCN(CC2)C2=C(C=C(C(=C2)OCCS(=O)C)F)F)=O (-)-5-amino-3-(2-(4-(2,4-difluoro-5-(2-(methylsulfinyl)ethoxy)phenyl)piperazin-1-yl)ethyl)-8-(furan-2-yl)thiazolo[5,4-e][1,2,4]triazolo[1,5-c]pyrimidin-2(3H)-one